N-Cbz-acetamide C(=O)(OCC1=CC=CC=C1)NC(C)=O